NC(=CC(=O)OCC)CC1=C(C=C(C(=C1)F)F)F ethyl 3-amino-4-(2,4,5-trifluorophenyl)-butenoate